P(=O)(=O)[Fe] phosphoiron